4-[(3-ethylaminophenoxymethylthio)methyl]1,3-dihydroimidazole-2-thione C(C)NC=1C=C(OCSCC=2NC(NC2)=S)C=CC1